3-(1-Benzylpiperidin-4-yl)-N-[(5-chlorothiophen-2-yl)methyl]-1H-pyrazol-5-amin C(C1=CC=CC=C1)N1CCC(CC1)C1=NNC(=C1)NCC=1SC(=CC1)Cl